N1(C=NC=C1)C=1C=CC(=C(C1)O)C=1N=NC(=CN1)N(C1CC(NC(C1)(C)C)(C)C)C 5-(1H-imidazol-1-yl)-2-(6-(methyl(2,2,6,6-tetramethylpiperidin-4-yl)amino)-1,2,4-triazin-3-yl)phenol